2-(5-(3,5-dichloro-4-fluorophenyl)-5-(trifluoromethyl)-4,5-dihydroisoxazol-3-yl)-N-((R)-2-ethyl-3-oxoisoxazolidin-4-yl)-2,3-dihydro-1H-pyrrolo[3,4-c]pyridine-6-carboxamide ClC=1C=C(C=C(C1F)Cl)C1(CC(=NO1)N1CC=2C=NC(=CC2C1)C(=O)N[C@H]1C(N(OC1)CC)=O)C(F)(F)F